(R)-(6-(cyclopentyloxy)-4-methylpyridin-3-yl)-4-oxo-4,5-dihydro-3H-1-thia-3,5,8-triazaacenaphthylene-2-carboxamide C1(CCCC1)OC1=CC(=C(C=N1)N1C2=C(SC=3N=CC=C(NC1=O)C32)C(=O)N)C